(2-(4-chlorophenyl)-2-hydroxyacetyl)-L-valyl-D-glutamic acid ClC1=CC=C(C=C1)C(C(=O)N[C@@H](C(C)C)C(=O)N[C@H](CCC(=O)O)C(=O)O)O